C(C1CO1)N(C1CC(CCC1)N(CC1CO1)CC1CO1)CC1CO1 N,N,N',N'-tetraglycidyl-1,3-Diaminocyclohexane